ClC1=C(C=2N=C(N=C(C2C(=N1)O[C@H](C(F)F)[C@@H]1[C@H]2CC[C@@H](CN1)N2C(=O)OC(C)(C)C)O)SC)F T-butyl (1R,2S,5S)-2-((S)-1-((7-chloro-8-fluoro-4-hydroxyl-2-(methylthio)pyrido[4,3-d]pyrimidine-5-yl)oxy)-2,2-difluoroethyl)-3,8-diazabicyclo[3.2.1]octane-8-carboxylate